methyl 6-(2-chloro-5-(isobutyrylaminomethyl) benzoylamino)-1-methyl-1H-indole-2-carboxylate ClC1=C(C(=O)NC2=CC=C3C=C(N(C3=C2)C)C(=O)OC)C=C(C=C1)CNC(C(C)C)=O